CS(=O)(=O)OC1CC(C1)C1=NN(C2=C1C=NC(=C2)NC(=O)NCC2=CC=C(C=C2)OC)C2=NC(=CC(=C2)C)[C@]2(COCC2)OC (R)-3-(6-(3-(4-methoxybenzyl)ureido)-1-(6-(3-methoxytetrahydrofuran-3-yl)-4-methylpyridin-2-yl)-1H-pyrazolo[4,3-c]pyridin-3-yl)cyclobutyl methanesulfonate